2-allyloxy-5,6-dihydro-4H-1,3-oxazine C(C=C)OC=1OCCCN1